6-(6-cyclopropyl-3-ethylsulfonyl-2-pyridyl)-7-methyl-3-(trifluoromethyl)imidazo[4,5-c]Pyridazine C1(CC1)C1=CC=C(C(=N1)C1=NC2=C(N=NC(=C2)C(F)(F)F)N1C)S(=O)(=O)CC